3-methyl-(S)-7-fluoro-3,4-dihydroisoquinoline-2,3(1H)-dicarboxylic acid-2-ethyl ester CCOC(=O)N1CC2=CC(=CC=C2C[C@]1(C(=O)O)C)F